FCCOC(C)(C)OCCF 2,2-bis(2-fluoroethoxy)propane